tert-butyl 2-(2,2-dimethyl-4-(((trifluoromethyl) sulfonyl) oxy)-2H-chromen-6-yl)-5-(4-(methoxycarbonyl) phenyl)-1H-pyrrole-1-carboxylate CC1(OC2=CC=C(C=C2C(=C1)OS(=O)(=O)C(F)(F)F)C=1N(C(=CC1)C1=CC=C(C=C1)C(=O)OC)C(=O)OC(C)(C)C)C